BrC1=CC=2N(C=3C=C(C=C4N(C=5C=C(C=CC5B(C34)C2C=C1)C(C)(C)C)C1=CC=C(C=C1)C(C)(C)C)C(C)(C)C)C1=CC=C(C=C1)C(C)(C)C 3-bromo-7,11-di-tert-butyl-5,9-bis(4-(tert-butyl)phenyl)-5,9-dihydro-5,9-diaza-13b-bora-naphtho[3,2,1-de]anthracene